C1(CC1)OC1=CC=C2C3(CC=4C=NOC4C2=C1)CC3 8'-cyclopropoxy-4'H-spiro[cyclopropane-1,5'-naphtho[2,1-d]isoxazol]